ClC1=C(C=CC=C1NC(=O)C=1N(C2=C(CN(CC2)C)N1)C)C1=C(C(=CC=C1)C1=NC=C(C(=N1)OC)CNCCO)Cl N-(2,2'-dichloro-3'-(5-(((2-hydroxyethyl)amino)methyl)-4-methoxypyrimidin-2-yl)-[1,1'-biphenyl]-3-yl)-1,5-dimethyl-4,5,6,7-tetrahydro-1H-imidazo[4,5-c]pyridine-2-carboxamide